6-benzyl-3-hydroxy-1-(piperazin-1-yl)-5,6,7,8-tetrahydro-2,6-naphthyridine-4-carbonitrile hydrochloride Cl.C(C1=CC=CC=C1)N1CC=2C(=C(N=C(C2CC1)N1CCNCC1)O)C#N